OC1[C@@H]2CN(C[C@H]1C2)C2=CC=CC(=N2)C2=NC1=CC(=NC=C1C=C2)CNC(C2=CC(=C(C=C2)C)S(=O)(=O)C)=O N-((2-(6-((1R,5S,6s)-6-hydroxy-3-azabicyclo[3.1.1]heptan-3-yl)pyridin-2-yl)-1,6-naphthyridin-7-yl)methyl)-4-methyl-3-(methylsulfonyl)benzamide